ClC=1C(=C(C#N)C=C(C1)C(C)(C)C1=CC=C(C=C1)OCC=1C(=NC(=NC1)S(=O)(=O)C)N1CCC(CC1)C(OC)OC)OCCCl 3-chloro-2-(2-chloroethoxy)-5-[1-[4-[[4-[4-(dimethoxymethyl)-1-piperidyl]-2-methylsulfonyl-pyrimidin-5-yl]methoxy]phenyl]-1-methyl-ethyl]benzonitrile